OC(C)(C)C1CC2(CC(C2)N[C@@H](CO)CC(C)(C)C)C1 (2R)-2-[[6-(1-hydroxy-1-methyl-ethyl)spiro[3.3]heptan-2-yl]amino]-4,4-dimethyl-pentan-1-ol